C(C)(C)(C)C1=CC(=NC=C1)C=1C=C(C=CC1)N1C2=CC=CC=C2C=2C=CC(=CC12)N 9-(3-(4-(tert-butyl)pyridin-2-yl)phenyl)-9H-carbazol-2-amine